4-(pyridin-4-ylmethyl)thiazole-2-carbaldehyde N1=CC=C(C=C1)CC=1N=C(SC1)C=O